C=1SC=C2C1CC1(CC2)OCCO1 spiro[1,3-dioxolane-2,6'-5,7-dihydro-4H-2-benzothiophene]